8-[(2S,SR)-4-[(2-cyano-6-fluorophenyl)methyl]-2,5-dimethylpiperazin-1-yl]-5-methyl-6-oxo-5,6-dihydro-1,5-naphthyridine-2-carbonitrile C(#N)C1=C(C(=CC=C1)F)CN1C[C@@H](N(C[C@@H]1C)C1=CC(N(C=2C=CC(=NC12)C#N)C)=O)C |&1:15|